6-(3,5-dihydroxybenzylamino)-9-glucopyranosylpurine OC=1C=C(CNC2=C3N=CN(C3=NC=N2)C2[C@H](O)[C@@H](O)[C@H](O)[C@H](O2)CO)C=C(C1)O